2-(4-Cyano-phenoxy)-2-(4-ethanesulfonyl-phenyl)-N-[6-methoxy-5-(2-morpholin-4-yl-ethoxy)-benzothiazol-2-yl]-acetamide C(#N)C1=CC=C(OC(C(=O)NC=2SC3=C(N2)C=C(C(=C3)OC)OCCN3CCOCC3)C3=CC=C(C=C3)S(=O)(=O)CC)C=C1